1-(3,3-dimethyl-1-cyclopenten-1-yl)ethyl ethyl malonate C(CC(=O)OCC)(=O)OC(C)C1=CC(CC1)(C)C